Bis(ethylcyclopentadiene) ruthenium (II) [Ru+2].C(C)C1=CC=CC1.C(C)C1=CC=CC1